ClC1=CC=CC=C1C1=CC=CC=C1 6-chloro-[1,1'-biphenyl]